2-((3-(2,6-dioxopiperidin-3-yl)-1-methyl-1H-indazol-6-yl)oxy)-N-(3-methyl-isothiazol-4-yl)acetamide O=C1NC(CCC1C1=NN(C2=CC(=CC=C12)OCC(=O)NC=1C(=NSC1)C)C)=O